benzyl-imidazole bromine salt [Br].C(C1=CC=CC=C1)C=1NC=CN1